4-((2S,5R)-2,5-diethyl-4-((S)-1-(4-(trifluoromethoxy)phenyl)propyl)piperazin-1-yl)-1-methyl-2-oxo-1,2-dihydropyrido[3,2-d]pyrimidine-6-carbonitrile C(C)[C@@H]1N(C[C@H](N(C1)[C@@H](CC)C1=CC=C(C=C1)OC(F)(F)F)CC)C=1C2=C(N(C(N1)=O)C)C=CC(=N2)C#N